N1=NN(C2=NC=CC=C21)C2=CC(=C(C(=O)N(C1=NC=CC3=CC(=CC=C13)C(NC)=O)[C@H]1CN(CCC1)C(=O)OC(C)(C)C)C=C2)F tert-butyl (R)-3-(4-(3H-[1,2,3]triazolo[4,5-b]pyridin-3-yl)-2-fluoro-N-(6-(methylcarbamoyl) isoquinolin-1-yl)benzamido)piperidine-1-carboxylate